(S)-(2,4-difluorophenyl)(4-prolylpiperazin-1-yl)methanone hydrochloride Tert-butyl-(S)-2-(4-(2,4-difluorobenzoyl)piperazin-1-carbonyl)pyrrolidin-1-carboxylate C(C)(C)(C)OC(=O)N1[C@@H](CCC1)C(=O)N1CCN(CC1)C(C1=C(C=C(C=C1)F)F)=O.Cl.FC1=C(C=CC(=C1)F)C(=O)N1CCN(CC1)C([C@H]1NCCC1)=O